NC=1C=2N(C=CN1)C(=NC2C2=C(C=C(C(=O)NC1=NC=CC(=C1)C(F)(F)F)C=C2)F)[C@H]2CN1C(C3(C([C@@H]1CC2)=O)CC3)=O 4-{8-Amino-3-[(6'R,8a'S)-1',3'-dioxohexahydrospiro[cyclopropan-1,2'-indolizin]-6'-yl]imidazo[1,5-a]pyrazin-1-yl}-3-fluoro-N-[4-(trifluoromethyl)pyridin-2-yl]benzamid